CN(C)CC(CCCCCCCC\C=C/CCCCCCCC(=O)OC)CCCCCCC methyl (9Z)-19-[(dimethylamino)methyl]hexacos-9-enoate